{[3-(1H-imidazol-4-yl)-2-[3-(trifluoromethyl)-1H-1,2,4-triazol-5-yl]imidazo[1,2-a]pyrimidin-7-yl]methyl}(1,1,1-trifluoropropan-2-yl)amine N1C=NC(=C1)C1=C(N=C2N1C=CC(=N2)CNC(C(F)(F)F)C)C2=NC(=NN2)C(F)(F)F